CN(C(=O)C=1C(=NC2=CC=CC=C2C1)COC1=CC=C(C=C1)C1=NN(C=C1C1=CC=NC=C1)C)S(=O)(=O)C N-methyl-2-[[4-[1-methyl-4-(4-pyridinyl)pyrazol-3-yl]phenoxy]methyl]-N-methylsulfonyl-quinoline-3-carboxamide